C(C)(=O)C1=C(SC=2C1=NC=CC2C2=C(C(=CC(=C2)F)F)F)C(=O)NN2CCOC1=C2C=CC=C1 3-acetyl-N-(2,3-dihydro-1,4-benzoxazin-4-yl)-7-(2,3,5-trifluorophenyl)thieno[3,2-b]pyridine-2-carboxamide